FC(C1=CC=C2C=C(CNC2=N1)C(=O)O)(F)F 7-(trifluoromethyl)-1,2-dihydro-1,8-naphthyridine-3-carboxylic acid